CN1N=CC(=C1C1=CC=C(OCC2=NC3=CC=CC=C3C(=C2)C(=O)O)C=C1)C1=CC=NC=C1 2-[[4-[2-Methyl-4-(4-pyridyl)pyrazol-3-yl]phenoxy]methyl]quinoline-4-carboxylic acid